3H-benzo[f]chromene-2-carbaldehyde C1=C(COC=2C=CC3=C(C12)C=CC=C3)C=O